(S)-N-(1-(6-(3-cyano-5-fluoropyridin-2-yl)-1-neopentyl-1H-indol-3-yl)-2,2-difluoroethyl)cyclopropanesulfonamide C(#N)C=1C(=NC=C(C1)F)C1=CC=C2C(=CN(C2=C1)CC(C)(C)C)[C@@H](C(F)F)NS(=O)(=O)C1CC1